2-{methyl-[6-octyl-4-(pyridin-3-yloxy)quinolin-2-yl]amino}acetic acid CN(CC(=O)O)C1=NC2=CC=C(C=C2C(=C1)OC=1C=NC=CC1)CCCCCCCC